OC[C@H]1N(CCC1)C(=O)OC methyl (2S)-2-(hydroxymethyl)pyrrolidine-1-carboxylate